C1(CCC1)OC=1C=C(C=CC1)C1=CC(=NN1C=1C=CC=C2C=NN(C12)C)COC(C(=O)O)(C)C 2-([5-(3-Cyclobutoxyphenyl)-1-(1-methyl-1H-indazol-7-yl)-1H-pyrazol-3-yl]methoxy)-2-methylpropanoic acid